C(CCCCCCCCC)OC(CO)CCCCCCCCCCCCC tridecyl-monoethylene glycol monodecyl ether